tert-butyl (R)-3-((8-(trifluoromethyl)quinolin-6-yl)amino)pyrrolidine-1-carboxylate FC(C=1C=C(C=C2C=CC=NC12)N[C@H]1CN(CC1)C(=O)OC(C)(C)C)(F)F